NC=1C=C(C=NC1)C=1N(C=CN1)C1CC1 (5-aminopyridin-3-yl)-N-cyclopropyl-imidazole